[N+](=O)([O-])C1=C(C=CC=C1)S(=O)(=O)N1CC=2N(CCC1)N=C(C2)C(=O)OCC Ethyl 5-((2-nitrophenyl)sulfonyl)-5,6,7,8-tetrahydro-4H-pyrazolo[1,5-a][1,4]diazepine-2-carboxylate